3-(2-(4-oxo-2-thioxo-2,3,4,5-tetrahydro-1H-pyrrolo[3,2-d]pyrimidin-1-yl)ethoxy)-3-(trifluoromethyl)azetidine-1-carboxylic acid tert-butyl ester C(C)(C)(C)OC(=O)N1CC(C1)(C(F)(F)F)OCCN1C(NC(C2=C1C=CN2)=O)=S